N-methyl-N-(5-methylthiazol-2-yl)-6-(4-(trifluoromethyl)phenyl)pyrazine-2-carboxamide CN(C(=O)C1=NC(=CN=C1)C1=CC=C(C=C1)C(F)(F)F)C=1SC(=CN1)C